FC1=CC=C(C=C1)C=1C(=C2N(N1)CC(C2)(C([2H])([2H])[2H])C([2H])([2H])[2H])C2=C1C(=NC(=C2)C)NN=C1 4-[2-(4-Fluorophenyl)-5,5-bis(methyl-d3)-4,6-dihydropyrrolo[1,2-b]pyrazol-3-yl]-6-methyl-1H-pyrazolo[3,4-b]pyridine